thio-β-naphthol C1=CC=C2C=C(C=CC2=C1)S